1,4-dihydropyridine compound with titanium dioxide [O-2].[O-2].[Ti+4].N1C=CCC=C1